FC1=C(C(=C(C=C1OC)OC)F)N1C(N(C2=C(C1)C=NC1=C2C=C(N1S(=O)(=O)C1=CC=CC=C1)CCN1CCOCC1)CCO)=O 3-(2,6-difluoro-3,5-dimethoxyphenyl)-1-(2-hydroxyethyl)-8-(2-morpholin-4-ylethyl)-7-(phenylsulfonyl)-1,3,4,7-tetrahydro-2H-pyrrolo[3',2':5,6]pyrido[4,3-d]pyrimidin-2-one